3,7-diethyl-nonane-4,6-dione-3,5,5,7-d4 C(C)C(CC)(C(C(C(C(CC)([2H])CC)=O)([2H])[2H])=O)[2H]